1-(6-chloropyridazin-4-yl)-N-[(1R)-1-[2-fluoro-3-(trifluoromethyl)phenyl]ethyl]-6-oxo-pyridazine-3-carboxamide ClC1=CC(=CN=N1)N1N=C(C=CC1=O)C(=O)N[C@H](C)C1=C(C(=CC=C1)C(F)(F)F)F